C[C@@]1(NC(O[C@H]1C1=CC=CC=C1)=O)C=1C=NC=C(C1)C#CC1=CC=CC=C1 (4R,5S)-4-methyl-5-phenyl-4-(5-(phenylethynyl)-3-pyridinyl)-1,3-oxazolidin-2-one